5-((4-chloro-5-((2,2'-dimethyl-3''-(trifluoromethyl)-4''-(2-oxoethoxy)-[1,1':3',1''-terphenyl]-3-yl)methoxy)-2-formylphenoxy)methyl)nicotinonitrile ClC1=CC(=C(OCC=2C=NC=C(C#N)C2)C=C1OCC=1C(=C(C=CC1)C1=C(C(=CC=C1)C1=CC(=C(C=C1)OCC=O)C(F)(F)F)C)C)C=O